COC1=CC(=NC=N1)N1N=C(C=C1)C(=O)O (6-methoxypyrimidin-4-yl)-1H-pyrazole-3-carboxylic acid